4-[2-(4-{2-[2-(2-azidoethoxy)ethoxy]ethoxy}phenyl)ethyl]-1-(5-chloro-1H-1,3-benzodiazol-2-yl)-3-[4-(trifluoromethyl)phenyl]-1H-pyrazol-5-ol N(=[N+]=[N-])CCOCCOCCOC1=CC=C(C=C1)CCC=1C(=NN(C1O)C1=NC2=C(N1)C=CC(=C2)Cl)C2=CC=C(C=C2)C(F)(F)F